The molecule is imidazole substituted at position 4 by a methyl group. It has a role as a carcinogenic agent and a reaction intermediate. CC1=CN=CN1